(10-methacryloyloxydecyl)-3-phosphonopropionate C(C(=C)C)(=O)OCCCCCCCCCCOC(CCP(=O)(O)O)=O